4-Amino-2-(4,4-dimethyl-1,4-azasilinan-1-yl)-N-(4-methyl-6-morpholinopyridin-2-yl)benzamide NC1=CC(=C(C(=O)NC2=NC(=CC(=C2)C)N2CCOCC2)C=C1)N1CC[Si](CC1)(C)C